C1CCC2=C(C=3CCCC3C=C12)NC(=O)NS(=O)(=O)C=1OC=C(C1)C(C)(C)O (1,2,3,5,6,7-hexahydro-s-indacen-4-yl)-3-[4-(1-hydroxy-1-methyl-ethyl)-furan-2-sulfonyl]-urea